N,6-dimethyl-[2,2'-bipyridine]-4-carboxamide CNC(=O)C1=CC(=NC(=C1)C)C1=NC=CC=C1